C1(=CC=CC=C1)C(C=C)CC=C 3-Phenylhexa-1,5-diene